C1C2C[C@@H]3C[C@@H](CC[C@]13C1=CC=C(N)C=C1)C2 4-((3aS,5S,7aS)-octahydro-7aH-2,5-methanoinden-7a-yl)aniline